The molecule is an N-(2-naphthyl)carboxamide obtained by formal condensation of the carboxy group of N-benzoyl-L-leucine with the amino group of 2-naphthylamine. It has a role as a chromogenic compound. It is a N-(2-naphthyl)carboxamide and a L-phenylalanine derivative. CC(C)C[C@@H](C(=O)NC1=CC2=CC=CC=C2C=C1)NC(=O)C3=CC=CC=C3